FC1(CN(CC1)C=1C(=NNC1N)C1=CC=CC=C1)F 4-(3,3-difluoropyrrolidin-1-yl)-3-phenyl-1H-pyrazol-5-amine